C[N+]1=C(C=CC=C1)C=CC1=CC=C(C=C1)C=O N-methyl-2-(4-formylstyryl)-pyridinium